gold-platinum-iridium [Ir].[Pt].[Au]